{4-[1-(4-chlorophenyl)-2-[(4-chlorophenyl)methyl]-7-fluoro-1-methoxy-3-oxo-2,3-dihydro-1H-isoindole-5-carbonyl]piperidin-1-yl}acetic acid tert-butyl ester C(C)(C)(C)OC(CN1CCC(CC1)C(=O)C=1C=C2C(N(C(C2=C(C1)F)(OC)C1=CC=C(C=C1)Cl)CC1=CC=C(C=C1)Cl)=O)=O